2-((1R,5S)-3-(7-(3-hydroxynaphthalen-1-yl)-2-((tetrahydro-1H-pyrrolizin-7a(5H)-yl)methoxy)quinazolin-4-yl)-3,8-diazabicyclo[3.2.1]octan-8-yl)-2-oxoethyl acetate C(C)(=O)OCC(=O)N1[C@H]2CN(C[C@@H]1CC2)C2=NC(=NC1=CC(=CC=C21)C2=CC(=CC1=CC=CC=C21)O)OCC21CCCN1CCC2